ClC=1C(=NN(C1C)C)C(=O)O 4-chloro-1,5-dimethyl-1H-pyrazole-3-carboxylic acid